N-(2-(furo[3,2-c]pyridin-4-yl)propan-2-yl)-2-(1-methylpiperidin-2-yl)acetamide O1C=CC=2C(=NC=CC21)C(C)(C)NC(CC2N(CCCC2)C)=O